FC1=C(C2=CC=CC(=C2C=C1)C1=CC2=C(N=C(N=C2)N[C@@H]2CNCCC2)N(C1=O)C)NS(=O)(=O)CCC (S)-N-(2-Fluoro-5-(8-methyl-7-oxo-2-(piperidin-3-ylamino)-7,8-dihydropyrido[2,3-d]pyrimidin-6-yl)naphthalen-1-yl)propane-1-sulfonamide